3-[6-(trifluoromethyl)pyrimidin-4-yl]propane-1,3-dione FC(C1=CC(=NC=N1)C(CC=O)=O)(F)F